FC=1C=C(COC=2C=C3N(C(N2)=O)C[C@H]2N3CCC2)C=C(C1OC1=CC(=CC=C1)C(F)(F)F)F (S)-3-((3,5-difluoro-4-(3-(trifluoromethyl)phenoxy)benzyl)oxy)-7,8,8a,9-tetrahydropyrrolo[1',2':3,4]imidazo[1,2-c]pyrimidin-1(6H)-one